1-[7-[1-[[4-(5-aminoindazol-2-yl)cyclohexyl]methyl]-4-piperidyl]-4-isoquinolyl]hexahydropyrimidine-2,4-dione NC1=CC2=CN(N=C2C=C1)C1CCC(CC1)CN1CCC(CC1)C1=CC=C2C(=CN=CC2=C1)N1C(NC(CC1)=O)=O